N[C@H]1CS(C2=C(N(C1=O)CC1=CC=C(C=C1)Cl)C=C(C(=C2)F)C2=NOC(=N2)C2CN(CC(C2)(F)F)C)=O (3R)-3-amino-5-[(4-chlorophenyl)methyl]-7-[5-(5,5-difluoro-1-methyl-3-piperidyl)-1,2,4-oxadiazol-3-yl]-8-fluoro-1-oxo-2,3-dihydro-1lambda4,5-benzothiazepin-4-one